ClC1=CC=C(CNC(=O)NC2=CC=C(C=C2)[C@@H](C)S(=O)(=O)C)C=C1 (R)-1-(4-chlorobenzyl)-3-(4-(1-(methylsulfonyl)ethyl)phenyl)urea